2-benzyl-8-phenyl-6-(pyridin-3-yl)imidazo[1,2-a]pyrazin-3(7H)-one C(C1=CC=CC=C1)C1=NC=2N(C=C(NC2C2=CC=CC=C2)C=2C=NC=CC2)C1=O